5-(tert-butyl)-3-(4-((3-fluorophenyl)ethynyl)phenyl)-1,2,4-oxadiazole C(C)(C)(C)C1=NC(=NO1)C1=CC=C(C=C1)C#CC1=CC(=CC=C1)F